C(C1=CC=CC=C1)OC(NCC(=O)NN(C(CCl)=O)CCC(=O)N)=O N-[2-[2-(3-amino-3-oxo-propyl)-2-(2-chloroacetyl)hydrazino]-2-oxo-ethyl]carbamic acid benzyl ester